CN1C(C(=C(C2=CC=CC=C12)N1CC2(CN(C2)C2=CC=C(C=C2)N2C(CCC2)=O)CC1)C#N)=O 1-methyl-2-oxo-4-{2-[4-(2-oxopyrrolidin-1-yl)phenyl]-2,6-diazaspiro[3.4]octan-6-yl}-1,2-dihydroquinoline-3-carbonitrile